COC(NC1=CC=C2C3=C(NC([C@H](C/C=C/CCC(NC2=C1)=O)NC(C1=CC=C(C=C1)CN)=O)=N3)Cl)=O [(E)-(S)-15-(4-Aminomethyl-benzoylamino)-18-chloro-9-oxo-8,17,19-triaza-tricyclo[14.2.1.02,7]nonadeca-1(18),2,4,6,12,16(19)-hexaen-5-yl]-carbamic Acid methyl ester